FC(C(C(C(F)(F)F)(F)F)(F)F)(S(=O)(=O)[O-])F.[NH4+] Ammonium Perfluorobutanesulfonate